N-((5-(3-Chloro-4-isopropoxyphenyl)pyridin-2-yl)methyl)-2-(1H-1,2,4-triazol-1-yl)-6-(trifluoromethyl)pyridin-4-amine ClC=1C=C(C=CC1OC(C)C)C=1C=CC(=NC1)CNC1=CC(=NC(=C1)C(F)(F)F)N1N=CN=C1